tert-butyl-4-(2-bromoacetyl)-1,4-diazepane C(C)(C)(C)N1CCN(CCC1)C(CBr)=O